N1=CC(=C2NC=3C=CC=CC3N=C21)C(=O)[O-] pyrrolo[3,2-b]quinoxaline-3-carboxylate